CC=1SC=CC1C1=NN2C(=NC=3C=CC=CC3C2=N1)NC=1C(N=CC=CC1)=O (3R)-3-{[2-(2-Methylthiophen-3-yl)[1,2,4]triazolo[1,5-c]quinazolin-5-yl]amino}azepin-2-one